(R)-(3-(1-amino-8-azaspiro[4.5]dec-8-yl)-6-(6-chloro-2-methoxypyridin-3-yl)-5-methylpyrazin-2-yl)methanol N[C@@H]1CCCC12CCN(CC2)C=2C(=NC(=C(N2)C)C=2C(=NC(=CC2)Cl)OC)CO